The molecule is a glycine derivative having methyl and amidino groups attached to the nitrogen. It has a role as a neuroprotective agent, a nutraceutical, a human metabolite and a mouse metabolite. It is a member of guanidines and a glycine derivative. It is a conjugate acid of a creatinate. It is a tautomer of a creatine zwitterion. CN(CC(=O)O)C(=N)N